C(#N)C=1C=C(C=CC1)C1=C(N=NN=N1)C#C 3-cyanophenyl-ethynyl-tetrazine